3-(2-(((1S,3S)-3-((4-aminobutyl)amino)cyclopentyl)amino)-5-(trifluoromethyl)pyrimidin-4-yl)-7-chloro-1H-indole-6-carboxylic acid NCCCCN[C@@H]1C[C@H](CC1)NC1=NC=C(C(=N1)C1=CNC2=C(C(=CC=C12)C(=O)O)Cl)C(F)(F)F